2-Isocyanatoethyltriisopropoxysilan N(=C=O)CC[Si](OC(C)C)(OC(C)C)OC(C)C